P(=O)(OC[C@H]1O[C@H]([C@]([C@@H]1O)(C)F)N1C=2N=C(NC(C2N=C1)=O)N)(O)O ((2R,3R,4R,5R)-5-(2-amino-6-oxo-1,6-dihydro-9H-purin-9-yl)-4-fluoro-3-hydroxy-4-methyltetrahydrofuran-2-yl)methyl dihydrogen phosphate